NC=1C2=C(N=CN1)C(=C(N2C2=CC(=C(C=C2)OC2=NC(=CC=C2)C)F)C2=CC=C(C=C2)N)C#N 4-amino-6-(4-aminophenyl)-5-(3-fluoro-4-((6-methylpyridin-2-yl)oxy)phenyl)-5H-pyrrolo[3,2-d]pyrimidine-7-carbonitrile